NC1=NC(N(C=C1)[C@@H]1S[C@@H]([C@H]([C@@H]1O[Si](C)(C)C(C)(C)C)O[Si](C)(C)C(C)(C)C)CO[Si](C)(C)C(C)(C)C)=O 4-amino-1-((2R,3S,4S,5R)-3,4-bis((tert-butyl-dimethylsilyl)oxy)-5-(((tert-butyldimethylsilyl)-oxy)-methyl)tetrahydrothiophen-2-yl)pyrimidin-2(1H)-one